CC1=NN(C2=NC(=C(C=C21)C2=NOC=CC(=N2)C=2C=C(N)C=CC2)OCC2=CC(=CC=C2)C)C2=CC=CC=C2 3-[3-(3-methyl-6-{[(3-methylphenyl)methyl]oxy}-1-phenylpyrazolo[3,4-b]pyridin-5-yl)-1,2,4-oxadiazepin-5-yl]aniline